OC(C)(C)C=1C=C(SC1)S(=O)(=O)NC(NC1=C2CCCC2=CC=C1C=1C=NC=2N(C1)N=CC2)=O 4-(2-hydroxy-prop-2-yl)-N-((5-(pyrazolo[1,5-a]pyrimidin-6-yl)-2,3-dihydro-1H-inden-4-yl)carbamoyl)thiophene-2-sulfonamide